1-(2-(1H-indol-3-yl) ethyl)-7-methoxy-2-((tetrahydro-2H-pyran-4-yl) methyl)-1,2,3,4-tetrahydroisoquinolin-6-yl 2,2,2-trifluoroacetate FC(C(=O)OC=1C=C2CCN(C(C2=CC1OC)CCC1=CNC2=CC=CC=C12)CC1CCOCC1)(F)F